(E)-benzaldehyde O-(1-(4-(3-azidopropyl)-1,4-diazepan-1-yl)-6-hydroxyhexan-3-yl) oxime N(=[N+]=[N-])CCCN1CCN(CCC1)CCC(CCCO)O\N=C\C1=CC=CC=C1